2-(2-furyl)-2-methyl-4-hydroxy-5-amino-3(2H)-furanone O1C(=CC=C1)C1(OC(=C(C1=O)O)N)C